Phosphonium borate salt B([O-])([O-])[O-].[PH4+].[PH4+].[PH4+]